N1=C(N=CC=C1)C(=O)O pyrimidinic acid